1-toluenesulfonyl-1H-pyrrole-2-carboxylic acid methyl ester COC(=O)C=1N(C=CC1)S(=O)(=O)CC1=CC=CC=C1